(R)-5-((((2'-(2-chloro-3-((3-fluoro-4-((3-(hydroxymethyl)azetidin-1-yl)methyl)pyridin-2-yl)amino)phenyl)-3'-fluoro-6-methoxy-[2,4'-bipyridin]-5-yl)methyl)amino)methyl)pyrrolidin-2-one ClC1=C(C=CC=C1NC1=NC=CC(=C1F)CN1CC(C1)CO)C1=NC=CC(=C1F)C1=NC(=C(C=C1)CNC[C@H]1CCC(N1)=O)OC